FC1=C(CBr)C=CC(=C1)Br 2-fluoro-4-Bromobenzyl bromide